OC1(CCN(CC1)C(=O)C1=CC(=NC=C1)C(=O)NC1=CC(=CC=C1)[C@@H](CC1=NN=CN1C)C)C (R)-4-(4-hydroxy-4-methylpiperidine-1-carbonyl)-N-(3-(1-(4-methyl-4H-1,2,4-triazol-3-yl)propan-2-yl)phenyl)picolinamide